2-(1-(3-bromobenzyl)-4-oxo-1,2-dihydro-quinazolin-3(4H)-yl)acetic acid BrC=1C=C(CN2CN(C(C3=CC=CC=C23)=O)CC(=O)O)C=CC1